FC=1C(=CC2=C(N(C(N2C)=O)C2C(NC(CC2)=O)=O)C1)C1CCNCC1 3-(6-fluoro-3-methyl-2-oxo-5-(piperidin-4-yl)-2,3-dihydro-1H-benzo[d]imidazol-1-yl)piperidine-2,6-dione